1-benzyl-3-(phenylthio)quinoxaline C(C1=CC=CC=C1)N1CC(=NC2=CC=CC=C12)SC1=CC=CC=C1